α,α-Dimethylphenylethylbutyrat CC(CC1=CC=CC=C1)(C)OC(CCC)=O